CC1=COC(O1)=O 5-methyl-2-oxo-2H-1,3-dioxol